C12(CCCC(NC1)C2)C(=O)O 6-azabicyclo[3.2.1]octane-1-carboxylic acid